4-((3-(1-((1S,4R)-5-oxaspiro[3.5]nonan-1-yl)-1H-pyrazol-4-yl)-2-methoxyphenyl)amino)-6-(cyclopropanecarboxamido)pyridazine-3-carboxamide [C@@H]1(CC[C@@]12OCCCC2)N2N=CC(=C2)C=2C(=C(C=CC2)NC2=C(N=NC(=C2)NC(=O)C2CC2)C(=O)N)OC